C(C)(C)(C)OC(NCC1=CC(=CC=C1)C1=CC(=C(C=2C=COC21)O)C=O)=O.ClC=2C=CC(=C(C2)[C@H](CC(=O)NC)CC(N2CCCCC2)=O)C (R)-3-(5-chloro-2-methylphenyl)-N-methyl-5-oxo-5-(piperidin-1-yl)pentanamide tert-butyl-3-(5-formyl-4-hydroxybenzofuran-7-yl)benzylcarbamate